C[C@H]1N(CCC=2C1=NNC2OS(=O)(=O)C(F)(F)F)C(=O)OC(C)(C)C tert-Butyl (R)-7-methyl-3-(((trifluoromethyl)sulfonyl)oxy)-2,4,5,7-tetrahydro-6H-pyrazolo[3,4-c]pyridine-6-carboxylate